BrC1=CC=C(C=C1)C12C(C3=C(C=NC=C3OC)O1)(C(C(C2C2=CC=CC=C2)CN(C)CC)O)O 7a-(4-bromophenyl)-6-((ethyl(methyl)amino)methyl)-4-methoxy-7-phenyl-5,6,7,7a-tetrahydro-4bH-cyclopenta[4,5]furo[2,3-c]pyridine-4b,5-diol